2,5-dimethyln-hexane CC(C)CCC(C)C